methyl 5-(dibutyl (pentyl) stannyl)-3-fluorothiophene-2-carboxylate C(CCC)[Sn](C1=CC(=C(S1)C(=O)OC)F)(CCCCC)CCCC